NC1=NC2=C(C=CC=C2C(=N1)C(=O)NC(C1=NC(=CC=C1)C(C=1C=NC=C(C1)OCCOC)([2H])[2H])([2H])[2H])OC 2-amino-N-[dideuterio-[6-[dideuterio-[5-(2-methoxyethoxy)-3-pyridyl]methyl]-2-pyridyl]methyl]-8-methoxy-quinazoline-4-carboxamide